3-chloro-5-fluoro-2-hydroxybenzaldehyde ClC=1C(=C(C=O)C=C(C1)F)O